1-decyl 9-(3-((4-(dimethylamino)butanoyl)oxy)-2-(((5-(heptadecan-9-yloxy)-5-oxopentanoyl)oxy)methyl)propyl) nonanedioate C(CCCCCCCC(=O)OCC(COC(CCCN(C)C)=O)COC(CCCC(=O)OC(CCCCCCCC)CCCCCCCC)=O)(=O)OCCCCCCCCCC